C(#N)C1=C(OC=2C=C3C(N(C=NC3=CC2)C2COC3(C2)CN(CC3)C(=O)[O-])=O)C(=CC=C1F)F 3-[6-(2-cyano-3,6-difluoro-phenoxy)-4-oxo-quinazolin-3-yl]-1-oxa-7-azaspiro[4.4]nonane-7-carboxylate